tri-tert-butyl (3S,10S,14S)-1-[(1r,4S)-4-(aminomethyl)cyclohexyl]-3-[(5-bromopyridin-2-yl)methyl]-1,4,12-trioxo-2,5,11,13-tetraazahexadecane-10,14,16-tricarboxylate NCC1CCC(CC1)C(N[C@H](C(NCCCC[C@H](NC(N[C@@H](CCC(=O)OC(C)(C)C)C(=O)OC(C)(C)C)=O)C(=O)OC(C)(C)C)=O)CC1=NC=C(C=C1)Br)=O